C1(CC2C(CC1)O2)CC[SiH](OC)OC 1-(3,4-epoxycyclohexyl)methylmethyldimethoxysilane